8-(6-methoxy-2-methyl-3-pyridyl)-2,7-dimethyl-N-[(1R)-1-methylpropyl]pyrazolo[1,5-a]-1,3,5-triazin-4-amine COC1=CC=C(C(=N1)C)C=1C(=NN2C1N=C(N=C2N[C@@H](CC)C)C)C